(R)-N-(3-(5-chloro-2-methoxyphenyl)-1-(2-(3-(hydroxymethyl)pyrrolidin-1-yl)ethyl)-1H-pyrazol-4-yl)pyrazolo[1,5-a]pyrimidine-3-carboxamide ClC=1C=CC(=C(C1)C1=NN(C=C1NC(=O)C=1C=NN2C1N=CC=C2)CCN2C[C@@H](CC2)CO)OC